(S)-3-(3-(2-(1H-pyrrolo[3,2-b]pyridin-1-yl)thiazol-4-yl)phenyl)-3-hydroxy-1-methylpyrrolidin-2-one N1(C=CC2=NC=CC=C21)C=2SC=C(N2)C=2C=C(C=CC2)[C@@]2(C(N(CC2)C)=O)O